Xanthurenate O=C(O)C1C=C(O)C2=CC=CC(O)=C2N=1